O=C1NCC2(COC2)C(C1C(=O)OC)=O methyl 7,9-dioxo-2-oxa-6-azaspiro[3.5]nonane-8-carboxylate